2-methyl-5-phenylnicotinonitrile CC1=C(C#N)C=C(C=N1)C1=CC=CC=C1